C(C)(C)(C)OC1=CC=C(C=C1)[Si](OC)(OC)OC 1-tert-butoxy-4-trimethoxysilylbenzene